2'-chloro-4'-((4-fluorotetrahydro-2H-pyran-4-yl)methoxy)-4,5,5',6'-tetrahydro-2H-spiro[furan-3,8'-pyrano[3,4-b]pyridine] ClC1=CC(=C2C(=N1)C1(OCC2)COCC1)OCC1(CCOCC1)F